BrC=1C(=NC(=NC1)NC=1C(=NN(C1)C1CCN(CC1)C)C)NCCCN1C(CN(CCC1)C)=O 1-(3-((5-bromo-2-((3-methyl-1-(1-methylpiperidin-4-yl)-1H-pyrazol-4-yl)amino)pyrimidin-4-yl)amino)propyl)-4-methyl-1,4-diazepan-2-one